(3R)-3-[(7-chloro-1,8-naphthyridin-3-yl)amino]Pyrrolidine ClC1=CC=C2C=C(C=NC2=N1)N[C@H]1CNCC1